FC=1C=C(C=CC1B1OC(C(O1)(C)C)(C)C)C(=O)N1CCOCC1 (3-fluoro-4-(4,4,5,5-tetramethyl-1,3,2-dioxaborolan-2-yl)phenyl)(morpholino)methanone